tris(γ-methacryloxypropyl)methoxysilane C(C(=C)C)(=O)OCCC[Si](OC)(CCCOC(C(=C)C)=O)CCCOC(C(=C)C)=O